The molecule is an amino trisaccharide that is 2-acetamido-2-deoxy-alpha-D-galactopyranose in which the hydroxy groups at positions 3 and 6 have been converted into the corresponding beta-D-galactopyranosyl derivatives. It is a member of acetamides and an amino trisaccharide. It derives from a beta-D-Gal-(1->3)-alpha-D-GalNAc. CC(=O)N[C@@H]1[C@H]([C@H]([C@H](O[C@@H]1O)CO[C@H]2[C@@H]([C@H]([C@H]([C@H](O2)CO)O)O)O)O)O[C@H]3[C@@H]([C@H]([C@H]([C@H](O3)CO)O)O)O